N[C@H]1[C@@H](CN(C1)C(=O)OC(C)(C)C)C(=O)OCC trans-1-tert-Butyl 3-ethyl 4-aminopyrrolidine-1,3-dicarboxylate